CC1=CC(=NC(=C1)N1CC(CC1)C(F)(F)F)C1=NN=C(O1)C1=C(C=C(C=C1)NS(=O)(=O)CCO)N1CCC2(CC2)CC1 N-(4-(5-(4-methyl-6-(3-(trifluoromethyl)pyrrolidin-1-yl)pyridin-2-yl)-1,3,4-oxadiazol-2-yl)-3-(6-azaspiro[2.5]octan-6-yl)phenyl)-2-hydroxyethane-1-sulfonamide